C1(CC1)C1=C(C(=NO1)C1=C(C=CC=C1F)F)COC1CCN(CC1)C1=CC=C(C=N1)C1=NOC(N1)=O 3-(6-(4-((5-cyclopropyl-3-(2,6-difluorophenyl)isoxazol-4-yl)methoxy)piperidin-1-yl)pyridin-3-yl)-1,2,4-oxadiazol-5(4H)-one